C[C@@H]1N(CCC(=C1)B1OC(C)(C)C(C)(C)O1)C(=O)OC(C)(C)C (2S)-2-methyl-N-t-butoxycarbonyl-1,2,5,6-tetrahydropyridin-4-boronic acid pinacol ester